2-(7-bromo-4-(difluoromethoxy)-1-oxophthalazin-2(1H)-yl)-N-(5-fluoropyrimidin-4-yl)acetamide BrC1=CC=C2C(=NN(C(C2=C1)=O)CC(=O)NC1=NC=NC=C1F)OC(F)F